ClC1=CC=C(C=N1)CC=1N(C2=C(C=NC=3C=CC(=CC23)C#N)N1)[C@H]1C[C@H](OCC1)C 2-((6-chloropyridin-3-yl)methyl)-1-((2R,4R)-2-methyltetrahydro-2H-pyran-4-yl)-1H-imidazo[4,5-c]quinoline-8-carbonitrile